OC1=CC(=C(C=C1I)O)I 4-hydroxy-2,5-diiodophenol